methyl 2-oxo-2,3-dihydro-1H-indole-5-carboxylate O=C1NC2=CC=C(C=C2C1)C(=O)OC